COC(=O)C1(CCNCC1)CC(=O)N(C1=CC=CC=C1)C1CC(CCC1)(F)F 4-[2-(N-[3,3-difluorocyclohexyl]anilino)-2-oxo-ethyl]piperidine-4-carboxylic acid methyl ester